ClC1=CC=C(C=C1)C1=N[C@H](C=2N(C3=C1C(=C(S3)C)C)C(=NN2)C)CC(=O)N[C@@H](CCCCN)C(=O)OCCCCCC hexyl (2-((S)-4-(4-chlorophenyl)-2,3,9-trimethyl-6H-thieno[3,2-f][1,2,4]triazolo[4,3-a][1,4]diazepin-6-yl)acetyl)lysinate